BrC1=CC=C(C=C1)[C@H]1CC[C@@]([C@]1(O)CN1N=CN=C1)(C)CBr (1S,2R,5R)-5-(4-bromophenyl)-2-(bromomethyl)-2-methyl-1-(1H-1,2,4-triazol-1-ylmethyl)cyclopentan-1-ol